2-(2-(4-(2-((6-(5-(((cyclohexyloxy)carbonyl)amino)-6-methylpyridin-3-yl)benzo[d]thiazol-2-yl)amino)ethyl)piperazin-1-yl)ethoxy)acetic acid C1(CCCCC1)OC(=O)NC=1C=C(C=NC1C)C1=CC2=C(N=C(S2)NCCN2CCN(CC2)CCOCC(=O)O)C=C1